5-(2,4-dimethylphenylsulfonamido)-2-methylnaphtho[1,2-b]furan-3-carboxylic acid pentyl ester C(CCCC)OC(=O)C=1C2=C(OC1C)C1=CC=CC=C1C(=C2)NS(=O)(=O)C2=C(C=C(C=C2)C)C